[N+](=O)([O-])C=1C=CC(=C2CNC(C12)=O)C1=CC=NC=C1 7-nitro-4-(pyridin-4-yl)isoindolin-1-one